2-(((2-(4-(2-hydroxyethyl)piperazin-1-yl)ethyl)amino)methylene)-5-(4-(phenylthio)phenyl)cyclohexane OCCN1CCN(CC1)CCNC=C1CCC(CC1)C1=CC=C(C=C1)SC1=CC=CC=C1